(S)-1-[7-(3-chloro-1-isopropyl-1H-indazol-5-yl-methoxy)-2H-chromen-3-ylmethyl]-pyrrolidin ClC1=NN(C2=CC=C(C=C12)COC1=CC=C2C=C(COC2=C1)CN1CCCC1)C(C)C